CNC(=O)C1=CC2=C(N(C=N2)C2=CC=C(C=C2)CC(=O)NC(C(N2C(CCC2)C2=CC=C(C=C2)C)=O)(C)C)C=C1 N-methyl-1-(4-(2-((2-methyl-1-oxo-1-(2-(p-methylphenyl)pyrrolidin-1-yl)propan-2-yl)Amino)-2-oxoethyl)phenyl)-1H-benzo[d]imidazole-5-carboxamide